OC=1C(=C2C=NC(NC2=CC1)=O)C 6-hydroxy-5-methyl-2-oxo-1,2-dihydroquinazolin